The molecule is an oxaspiro compound produced by Penicillium griseofulvum. It is used by mouth as an antifungal drug for infections involving the scalp, hair, nails and skin that do not respond to topical treatment. It has a role as an antibacterial agent and a Penicillium metabolite. It is an organochlorine compound, a member of 1-benzofurans, an oxaspiro compound, an antibiotic antifungal drug and a benzofuran antifungal drug. C[C@@H]1CC(=O)C=C([C@]12C(=O)C3=C(O2)C(=C(C=C3OC)OC)Cl)OC